C1(=CC=CC=C1)C(CCCCCCC)=O 1-phenyl-1-octanone